OCC=1OC=C(C1)CO 2,4-bis(hydroxymethyl)furan